2-chloro-6-fluoro-3-(propylsulfonylamino)benzoic acid ClC1=C(C(=O)O)C(=CC=C1NS(=O)(=O)CCC)F